Tert-butyl 2-(4-[[1-(2,6-dioxopiperidin-3-yl)-3-methyl-2-oxo-1,3-benzodiazol-5-yl]methyl]piperazin-1-yl)acetate O=C1NC(CCC1N1C(N(C2=C1C=CC(=C2)CN2CCN(CC2)CC(=O)OC(C)(C)C)C)=O)=O